N(C(=N)N)CC1=CC=C(C=C1)NC(C1=CC=C(C(=O)N)C=C1)=O N'-(4-guanidinomethyl-phenyl)-terephthalamide